CN(CC(C)(C)N[Si](C)(C)C)C (2-dimethylamino-1,1-dimethylethyl)(trimethylsilyl)amine